ClC1=C(C=CC=C1Cl)SC=1N=CC(=NC1C)NC[C@H]1[C@H](CNCC1)O (3R,4S)-4-(((5-((2,3-dichlorophenyl)thio)-6-methylpyrazin-2-yl)amino)methyl)piperidin-3-ol